(2,4-dichlorophenyl)hydrazine ClC1=C(C=CC(=C1)Cl)NN